tert-butyl 3-((2-bromo-6-fluorophenyl)(hydroxy)methyl)azetidine-1-carboxylate BrC1=C(C(=CC=C1)F)C(C1CN(C1)C(=O)OC(C)(C)C)O